O[C@H](C(=O)OC)COC methyl (S)-2-hydroxy-3-methoxypropionate